OC(CN1C(C2=CC=CC=C2C1=O)=O)CN1C(=NC=C1)C1=CC=CC=C1 2-[2-hydroxy-3-(2-phenyl-1H-imidazol-1-yl)propyl]-1H-isoindole-1,3(2H)-dione